ClC1=C(C=CC=2C3=C(NC12)CCN(C3C)C(=O)NO)Cl 6,7-dichloro-N-hydroxy-1-methyl-1H,3H,4H,5H-pyrido[4,3-b]indole-2-carboxamide